[6-(3-cyclopropyl-1H-1,2,4-triazol-5-yl)-2-azaspiro[3.3]heptan-2-yl]-[6-(3-cyclopropyl-1,2,4-triazol-1-yl)-2-azaspiro[3.3]heptan-2-yl]methanone C1(CC1)C1=NNC(=N1)C1CC2(CN(C2)C(=O)N2CC3(C2)CC(C3)N3N=C(N=C3)C3CC3)C1